OC1=C(C=CC(=C1C)O)C(CC(C)C)=O 1-(2,4-dihydroxy-3-methylphenyl)-3-methylbutan-1-one